1-Octyl-3-butylpyrrolium fluorid [F-].C(CCCCCCC)[NH+]1C=C(C=C1)CCCC